N-(1,1-dimethylsilacyclohexan-4-yl)-4-fluoro-3,6-dimethyl-1H-pyrrolo[2,3-b]pyridine-2-carboxamide C[Si]1(CCC(CC1)NC(=O)C1=C(C=2C(=NC(=CC2F)C)N1)C)C